O=C1NC(CCC1N1C(C2=CC=C(C=C2C1)C#CCCCCCCN1CCN(CC1)C1=NC=C(C(=O)N2CCC(CC2)CCCCNC(\C=C\C=2C=NC=CC2)=O)C=C1)=O)=O (E)-N-(4-(1-(6-(4-(8-(2-(2,6-dioxopiperidin-3-yl)-1-oxoisoindoline-5-yl)oct-7-yn-1-yl)piperazin-1-yl)nicotinoyl)piperidin-4-yl)butyl)-3-(pyridin-3-yl)acrylamide